CC(C[C@@H](C(=O)N[C@H](C(=O)N[C@H](C(=O)[C@@]1(OC1)C)CC(C)C)CC1=CC=CC=C1)NC[C@H](CCC1=CC=CC=C1)NC(CN1CCOCC1)=O)C (S)-4-methyl-N-((S)-1-(((S)-4-methyl-1-((R)-2-methyloxiran-2-yl)-1-oxopent-2-yl)amino)-1-oxo-3-phenylpropan-2-yl)-2-((S)-2-(2-(N-morpholinyl)acetamido)-4-phenylbutylamino)pentanamide